tert-butyl 4-[(1S,4R,5R)-5-[(tert-butyldiphenylsilyl)oxy]-3-oxo-2-azabicyclo[2.2.1]heptan-2-yl]-3-fluorobenzoate [Si](C1=CC=CC=C1)(C1=CC=CC=C1)(C(C)(C)C)O[C@H]1[C@@H]2C(N([C@H](C1)C2)C2=C(C=C(C(=O)OC(C)(C)C)C=C2)F)=O